ClC1=CC=C2C=CC(=CC2=C1)C(=O)OCC ethyl 7-chloro-2-naphthoate